tris((oxiran-2-ylmethoxy)methyl)amine O1C(C1)COCN(COCC1OC1)COCC1OC1